N1C=NC2=C1C=C(C=C2)NC2=CC(=NC=C2C(=O)NC[C@H](C(C)(C)O)F)N2C=CC=1C2=NC=C(C1)C#N (R)-4-((1H-benzo[d]imidazol-6-yl)amino)-6-(5-cyano-1H-pyrrolo[2,3-b]pyridin-1-yl)-N-(2-fluoro-3-hydroxy-3-methylbutyl)nicotinamide